C(C)(C)(C)OC(=O)N1CC(CC1)C(C)Br 3-(1-bromoethyl)pyrrolidine-1-carboxylic acid tert-butyl ester